5-(2-fluoro-6-hydroxy-3-(1-(oxepan-4-yl)-1H-pyrazol-4-yl)phenyl)-1,2,5-thiadiazolidin-3-one 1,1-dioxide FC1=C(C(=CC=C1C=1C=NN(C1)C1CCOCCC1)O)N1CC(NS1(=O)=O)=O